FC=1C=CC(=C(C=CC(C)(S(=O)N)C)C1)OC (5-fluoro-2-methoxybenzylidene)-2-methylpropane-2-sulfinamide